N-{1-[(4-{8-chloro-7-[(2-methyl-1H-1,3-benzodiazol-6-yl)oxy]quinoxalin-2-yl}-1H-pyrazol-1-yl)methyl]cyclopropyl}acetamide ClC=1C(=CC=C2N=CC(=NC12)C=1C=NN(C1)CC1(CC1)NC(C)=O)OC=1C=CC2=C(NC(=N2)C)C1